2,4-dichlorobenzene isocyanate [N-]=C=O.ClC1=CC=CC(=C1)Cl